C(C)(C)(C)OC(=O)NC(C(=O)OC)CCC methyl 2-(tert-butoxycarbonylamino)pentanoate